(1-fluoro-2-naphthyl)boric acid FC1=C(C=CC2=CC=CC=C12)OB(O)O